FC=1C=C(CC=2C=NN(C2)C(=O)N[C@@H]2C(N(C3=C(OC2)C=CC(=C3)OCC(=O)N3CC(C3)O)C)=O)C=CC1 (S)-4-(3-fluorobenzyl)-N-(7-(2-(3-hydroxyazetidin-1-yl)-2-oxoethoxy)-5-methyl-4-oxo-2,3,4,5-tetrahydrobenzo[b][1,4]oxazepin-3-yl)-1H-pyrazole-1-carboxamide